2-[6-(dibenzofuran-2-ylmethyl-carbamoyl)-2-phenyl-pyrimidin-4-yl]oxyacetic acid C1=C(C=CC=2OC3=C(C21)C=CC=C3)CNC(=O)C3=CC(=NC(=N3)C3=CC=CC=C3)OCC(=O)O